(1S,2S)-2-({6-[4-(methoxycarbonyl)-3-methyl-1,2-oxazol-5-yl]-2-methylpyridin-3-yl}carbamoyl)cyclohexane-1-carboxylic acid COC(=O)C=1C(=NOC1C1=CC=C(C(=N1)C)NC(=O)[C@@H]1[C@H](CCCC1)C(=O)O)C